(2-oxo-4-trifluoromethyl-2H-1-benzopyran-7-yl)-4-bromobenzeneacetate O=C1OC2=C(C(=C1)C(F)(F)F)C=CC(=C2)OC(CC2=CC=C(C=C2)Br)=O